N-(2-chloro-6-fluorophenyl)-3-methylpent-2-en-1-imine ClC1=C(C(=CC=C1)F)N=CC=C(CC)C